2-(((tetrahydrofuran-2-yl)methyl)sulfonyl)phenol O1C(CCC1)CS(=O)(=O)C1=C(C=CC=C1)O